6-(propylsulfanyl)-1H-benzimidazol C(CC)SC=1C=CC2=C(NC=N2)C1